FC1CCC(CC1)[C@H](C=1OC2=C(N1)C=C(C=C2)[C@@H](COC)N2C(N[C@@H](C2)C(F)(F)F)=O)NC(OCC2=CC=CC=C2)=O Benzyl ((R)-((1r,4R)-4-fluorocyclohexyl)(5-((S)-2-methoxy-1-((S)-2-oxo-4-(trifluoromethyl)imidazolidin-1-yl)ethyl)benzo[d]oxazol-2-yl)methyl)carbamate